O1CC(C1)C1=NOC(=N1)/C=C/C(=O)O (E)-3-[3-(oxetan-3-yl)-1,2,4-oxadiazol-5-yl]prop-2-enoic acid